OC(=O)C(F)(F)F.NC([C@H](CC1=CC=CC=C1)NC([C@H](CCC(=O)N)NC([C@H](CCC=1N=C(NC1)N)NC(CCCCCCCCCCCCCCC)=O)=O)=O)=O (S)-N1-((S)-1-amino-1-oxo-3-phenylpropan-2-yl)-2-((S)-4-(2-amino-1H-imidazol-4-yl)-2-palmitamidobutanamido)pentanediamide TFA salt